FC1=CC2=C(NC(=N2)OC)C=C1N1CCN(CC1)C(=O)[O-] 4-(5-fluoro-2-methoxy-1H-benzo[d]imidazol-6-yl)piperazine-1-carboxylate